[Co].[Mn].[Ni].[Li].[Ni] NICKEL LITHIUM NICKEL MANGANESE COBALT